N1=CC(=CC=C1)NC1=C(C=C(C#N)C=C1)C#N 4-(pyridin-3-ylamino)isophthalonitrile